9-[2-(3,3-difluorocyclobutyl) thiazol-5-yl]-10-methoxy-2-oxo-6,7-dihydro-2H-pyrido[2,1-a]isoquinoline-3-carboxylate FC1(CC(C1)C=1SC(=CN1)C=1C=C2CCN3C(C2=CC1OC)=CC(C(=C3)C(=O)[O-])=O)F